1-acetyl-3-(((3-(benzyloxy)phenyl)sulfonyl)methyl)-3-methyl-5-phenyl-1,3-dihydro-2H-pyrrole C(C)(=O)N1CC(C=C1C1=CC=CC=C1)(C)CS(=O)(=O)C1=CC(=CC=C1)OCC1=CC=CC=C1